4-{1-[2-(2-nitrophenyl)acetyl]-2,3-dihydro-1H-pyrrolo[2,3-c]pyridin-4-yl}Benzonitrile [N+](=O)([O-])C1=C(C=CC=C1)CC(=O)N1CCC=2C1=CN=CC2C2=CC=C(C#N)C=C2